N-(4-((3-((difluoromethyl)thio)pyridin-2-yl)amino)-5-propionylpyridin-2-yl)-cyclopropanecarboxamide FC(SC=1C(=NC=CC1)NC1=CC(=NC=C1C(CC)=O)NC(=O)C1CC1)F